ClC=1N=CC2=C(N1)C1=C(S2)C=CC=C1 2-chlorobenzo[4,5]Thieno[3,2-d]Pyrimidine